5-chloro-3-(3-methylmorpholino)-1-(piperidin-4-yl)pyrazin-2(1H)-one ClC=1N=C(C(N(C1)C1CCNCC1)=O)N1C(COCC1)C